C(=O)=COCCOCCNC(COCCOCCNC(COC1=C(C(=O)O)C=C(C=C1)CCCCCCCCCCCCCCCCCCC(=O)O)=O)=O 2-[2-[2-[2-[2-[2-[2-(carbonylmethoxy)ethoxy]ethylamino]-2-oxo-ethoxy]ethoxy]ethylamino]-2-oxo-ethoxy]-5-(18-carboxyoctadecyl)benzoic acid